6-fluoro-3-(3-fluoroazetidin-1-yl)-7-(2,3,5-trifluorophenyl)thieno[3,2-b]pyridine-2-carboxylic acid FC=1C(=C2C(=NC1)C(=C(S2)C(=O)O)N2CC(C2)F)C2=C(C(=CC(=C2)F)F)F